C1(CCC1)OCC(COC1=NC(=NC(=C1)C1=C(C=CC=C1C)C)NS(=O)(=O)C=1C=C(C(=O)O)C=CC1)NCC=1N=C2C(=NC1)OC(=C2)C(C)C 3-[[4-[3-(Cyclobutoxy)-2-[(6-isopropylfuro[2,3-b]pyrazin-2-yl)methylamino]propoxy]-6-(2,6-dimethylphenyl)pyrimidin-2-yl]sulfamoyl]benzoic acid